(2-(4-(ethoxycarbonyl)-3-methyl-1H-pyrazol-1-yl)pyridin-4-yl)boronic acid C(C)OC(=O)C=1C(=NN(C1)C1=NC=CC(=C1)B(O)O)C